1-Butyl-3-methylimidazole iron tetrachloride salt [Fe](Cl)(Cl)(Cl)Cl.C(CCC)N1CN(C=C1)C